O1CCN(CC1)N1N=CC=C1C(=O)O morpholino-1H-pyrazole-5-carboxylic acid